CC1=CC=2N(C=C1C1=C(C=3N=C(SC3N1C(=O)OC(C)(C)C)C1CCC3(OCCO3)CC1)C(=C)C)N=CN2 tert-butyl 5-(7-methyl-[1,2,4]triazolo[1,5-a]pyridin-6-yl)-6-(prop-1-en-2-yl)-2-(1,4-dioxaspiro[4.5]decan-8-yl)-4H-pyrrolo[3,2-d]thiazole-4-carboxylate